1-(2-amino-5-nitrophenyl)ethan-1-one NC1=C(C=C(C=C1)[N+](=O)[O-])C(C)=O